N1C=CC2=NC(=CC=C21)OC=2C=C(C#N)C=CC2 3-((1H-pyrrolo[3,2-b]pyridine-5-yl)oxy)benzonitrile